tert-Butyl 3-(5-bromo-3-fluoropyridin-2-yl)propanoate BrC=1C=C(C(=NC1)CCC(=O)OC(C)(C)C)F